diethylaluminum n-propoxide [O-]CCC.C(C)[Al+]CC